ClC1=C(C=CC(=C1)F)C1=NOC(=C1)NC(=O)CC1=CC=C(C(=O)OC)C=C1 Methyl 4-([[3-(2-chloro-4-fluorophenyl)-1,2-oxazol-5-yl]carbamoyl]methyl)benzoate